2-(4-(4-((1R,5S)-8-oxa-3-azabicyclo[3.2.1]octan-3-yl)-8-fluoro-2-(4-methylpiperazin-1-yl)pyrido[4,3-d]pyrimidin-7-yl)-5-ethynyl-6-fluoronaphthalen-2-yl)propan-2-ol [C@H]12CN(C[C@H](CC1)O2)C=2C1=C(N=C(N2)N2CCN(CC2)C)C(=C(N=C1)C1=CC(=CC2=CC=C(C(=C12)C#C)F)C(C)(C)O)F